(2-amino-3-(3-(4-((cyclohexyloxy)methyl)benzyl)isoxazol-5-yl)pyridin-1-ium-1-yl)methyl hydrogen phosphate P(=O)(OC[N+]1=C(C(=CC=C1)C1=CC(=NO1)CC1=CC=C(C=C1)COC1CCCCC1)N)(O)[O-]